C1(=CC=CC=C1)CCCCCCCC1=CC=CC=C1 1,7-diphenylheptane